N=1NN=C2C1C1=CC=CC=C1C=C2 2H-naphtho(1,2-d)triazole